ClC1=NC=CC(=N1)C=1NC2=CC=C(C=C2C1)Cl 2-chloro-4-(5-chloroindolyl)pyrimidine